C1(C=CC=C1)[Ti](OC)(OC)OC (cyclopentadienyl)tris(methoxy)titanium